[N+](=O)([O-])[O-].[Cr+3].C(\C=C\C(=O)O)(=O)O.[N+](=O)([O-])[O-].[N+](=O)([O-])[O-] fumaric acid chromium nitrate